1,3-bis[4-(N,N-dimethylamino)phenyl]Urea CN(C)C1=CC=C(C=C1)NC(=O)NC1=CC=C(C=C1)N(C)C